F[C@@H]1C[C@@]2(CCCN2C1)COC=1N=C(C2=C(N1)C=C(OC2=O)C2=CC(=CC1=CC=C(C(=C21)CC)F)O)NCC2=CNC1=NC=CC=C12 2-{[(2R,7aS)-2-fluoro-hexahydropyrrolizin-7a-yl]methoxy}-7-(8-ethyl-7-fluoro-3-hydroxynaphthalen-1-yl)-4-({1H-pyrrolo[2,3-b]pyridin-3-ylmethyl}amino)pyrano[4,3-d]pyrimidin-5-one